OC1CN(C1)C(=O)OC1CCC(CC1)C(N(CC12CCC(CC1)(CC2)C2=CC(=C(C=C2)OC)C)C2=NC=CC(=C2)C2CN(CC2)C(C)C)=O 4-((4-(1-Isopropylpyrrolidin-3-yl)pyridin-2-yl)((4-(4-methoxy-3-methylphenyl)bicyclo[2.2.2]octan-1-yl)methyl)carbamoyl)cyclohexyl trans-3-hydroxyazetidine-1-carboxylate